tert-butyl 3-(piperidin-1-yl)-8-azabicyclo[3.2.1]octane-8-carboxylate N1(CCCCC1)C1CC2CCC(C1)N2C(=O)OC(C)(C)C